o-methoxyanisole COC1=C(C=CC=C1)OC